COC([C@@H](NP(=O)(OC1=CC=C(C=C1)[N+](=O)[O-])OC1=CC=C(C=C1)Br)C)=O ((4-bromophenoxy)(4-nitrophenoxy)phosphoryl)-L-alanine methyl ester